C1(CCCC1)N1CCC(CC1)NC1=C2C(=NC=3C=C(C(=CC13)OC)OC)CCC2 1-cyclopentyl-N-{6,7-dimethoxy-1H,2H,3H-cyclopenta[b]quinolin-9-yl}piperidin-4-amine